4-chloro-5-(4-methoxy-2,6-dimethyl-phenyl)thieno[2,3-d]pyrimidine ClC=1C2=C(N=CN1)SC=C2C2=C(C=C(C=C2C)OC)C